COC(C1=C(C=C(C=C1)CN1N=CC=C1)[N+](=O)[O-])=O 4-((1H-pyrazol-1-yl)methyl)-2-nitrobenzoic acid methyl ester